(S)-2-(4-(7,7-difluoro-2-(2-methylazetidin-1-yl)-6,7-dihydro-5H-cyclopenta[d]pyrimidin-4-yl)-2-fluorophenoxy)-1-(piperazin-1-yl)ethan-1-one FC1(CCC2=C1N=C(N=C2C2=CC(=C(OCC(=O)N1CCNCC1)C=C2)F)N2[C@H](CC2)C)F